N1-((3-((6r,9r)-4,4-dimethyl-2-oxaspiro[5.5]undecan-9-yl)-5,5-difluoro-5,6-dihydro-4H-pyrrolo[1,2-b]pyrazol-2-yl)methyl)-N1-methylethane-1,2-diamine CC1(COCC2(C1)CCC(CC2)C2=C1N(N=C2CN(CCN)C)CC(C1)(F)F)C